FC12CC(C1)(C2)N2C(C1(C3=C2N=C(N=C3)NC3=CC2=C(OCO2)C=C3C)CC1)=O 7'-(3-fluorobicyclo[1.1.1]pentan-1-yl)-2'-((6-methylbenzo[d][1,3]dioxol-5-yl)amino)spiro[cyclopropane-1,5'-pyrrolo[2,3-d]pyrimidin]-6'(7'H)-one